Phenylmethyl-d2 ((S)-1-(((S)-4-(benzylamino)-3,4-dioxo-1-((S)-2-oxopyrrolidin-3-yl) butan-2-yl)amino)-4-methyl-1-oxopentan-2-yl)carbamate C(C1=CC=CC=C1)NC(C([C@H](C[C@H]1C(NCC1)=O)NC([C@H](CC(C)C)NC(OC([2H])([2H])C1=CC=CC=C1)=O)=O)=O)=O